(2S,3S,4R,5R)-4-[[3-(3,4-Difluoro-2-methyl-phenyl)-4,5-dimethyl-5-(trifluoromethyl)tetrahydrofuran-2-carbonyl]amino]pyridin-2-carboxamid FC=1C(=C(C=CC1F)[C@H]1[C@H](O[C@]([C@@H]1C)(C(F)(F)F)C)C(=O)NC1=CC(=NC=C1)C(=O)N)C